NC1=C(OCC2=CC=C(C(=O)NCCN)C=C2)C(=CC(=C1)Cl)Cl 4-((2-Amino-4,6-dichlorophenoxy)methyl)-N-(2-aminoethyl)benzamide